C(CCC)C1C(=NN(C1(C(=O)NCC1=CC=C(C=C1)O)C)C1=CC=CC=C1)C1=CC=C(C=C1)F 4-butyl-3-(4-fluorophenyl)-N-(4-hydroxybenzyl)-5-methyl-1-phenyl-4,5-dihydro-1H-pyrazole-5-carboxamide